[2-cyano-3-[3-[7-[4-[3-(2,4-dioxohexahydropyrimidin-1-yl)-5-fluoro-1-methyl-indazol-6-yl]cyclohexyl]-7-azaspiro[3.5]nonan-2-yl]quinoxalin-6-yl]oxy-4-fluoro-phenyl]propane-2-sulfonamide C(#N)C1=C(C=CC(=C1OC=1C=C2N=C(C=NC2=CC1)C1CC2(C1)CCN(CC2)C2CCC(CC2)C2=C(C=C1C(=NN(C1=C2)C)N2C(NC(CC2)=O)=O)F)F)CC(C)S(=O)(=O)N